1-methyl-1,2-cyclohexanedicarboxylic acid CC1(C(CCCC1)C(=O)O)C(=O)O